C(C)(C)(C)OC(=O)N1[C@@H](C[C@H](C1)F)C(C(C(=O)OCC)N1N=C2C(=C(C=C(C2=C1)Cl)Br)Cl)=O.C(C\C=C/CC)OC1=C(C=CC=C1)C(CC)=O (Z)-1-(2-(hex-3-en-1-yloxy)phenyl)propan-1-one tert-Butyl-(2S,4R)-2-(2-(6-bromo-4,7-dichloro-2H-indazol-2-yl)-3-ethoxy-3-oxopropanoyl)-4-fluoropyrrolidine-1-carboxylate